CC1(CCN(CC1)C=1N=C2N(C(C1C)=O)C=C(C=C2C(C)NC2=C(C(=O)O)C=CC=C2)C)C 2-((1-(2-(4,4-dimethylpiperidin-1-yl)-3,7-dimethyl-4-oxo-4H-pyrido[1,2-a]pyrimidin-9-yl)ethyl)amino)benzoic acid